NC1=NC=NN2C1=C(C(=N2)C2=C(C=C(C=C2)NC(C(=C)F)=O)Cl)C=2C(=C(C(=O)NC1(CC1)C(F)(F)F)C=CC2)OC (4-amino-6-(2-chloro-4-(2-fluoroacrylamido)phenyl)pyrazolo[5,1-f][1,2,4]triazin-5-yl)-2-methoxy-N-(1-(trifluoromethyl)cyclopropyl)benzamide